N1=C(N=CC=C1)C=1C(=NC=CN1)C(C)N 1-(3-pyrimidin-2-ylpyrazin-2-yl)-ethanamine